Methyl 2-(((2S,4a'R,7'R,8'S,8a'R)-2',2'-dimethyl-8'-(4-(3,4,5-trifluorophenyl)-1H-1,2,3-triazol-1-yl)octahydro-4'H-spiro[pyran-2,6'-pyrano[3,2-d][1,3]dioxin]-7'-yl)oxy)acetate CC1(OC[C@@H]2[C@H](O1)[C@@H]([C@H]([C@]1(O2)OCCCC1)OCC(=O)OC)N1N=NC(=C1)C1=CC(=C(C(=C1)F)F)F)C